CC1=C(C=CC=C1)/C=C/CCC(=O)O e-5-(2-methylphenyl)-4-pentenoic acid